tert-butyl-(S)-4-(7-bromo-5-(methoxycarbonyl)-2,4-dimethylbenzo[d][1,3]dioxol-2-yl)piperidin-One C(C)(C)(C)N1C(C[C@H](CC1)C1(OC2=C(O1)C(=CC(=C2C)C(=O)OC)Br)C)=O